8-(3-methoxybenzylsulfonyl)-1,3,7-trimethyl-1H-purine-2,6(3H,7H)-dione COC=1C=C(CS(=O)(=O)C2=NC=3N(C(N(C(C3N2C)=O)C)=O)C)C=CC1